C(C(COP(=O)([O-])OCC(COP(=O)([O-])[O-])O)O)O The molecule is the polyanion macromolecule arising from global deprotonation of the phosphate groups of poly(glycerol phosphate). It is an organophosphate oxoanion and a homopolymer macromolecule. It is a conjugate base of a poly(glycerol phosphate) macromolecule.